FC(N1N=CC(=C1)C(=O)N1CC2=C(C=C(C=C2CC1)C=1C=C2C(=NC1)NC=C2C)[C@H]2NCCC2)F (S)-(1-(Difluoromethyl)-1H-pyrazol-4-yl)-[6-(3-methyl-1H-pyrrolo[2,3-b]pyridin-5-yl)-8-[pyrrolidine-2-yl]-3,4-dihydroisoquinolin-2(1H)-yl]methanone